ClC=1C=NC=C(C1[C@@H](C)OC=1C=C2C(=NNC2=CC1)C=1C=NC(=NC1)N1CC2(C1)CCN(CC2)C(=O)OC)Cl methyl 2-[5-[5-[(1R)-1-(3,5-dichloro-4-pyridyl)ethoxy]-1H-indazol-3-yl]pyrimidin-2-yl]-2,7-diazaspiro[3.5]nonane-7-carboxylate